2-(3-aminopyrrolo[2,3-c]pyridin-1-yl)acetonitrile NC1=CN(C2=CN=CC=C21)CC#N